CP(=O)(C)C1=C(C=CC(=C1)C=1C=NN(C1)C)NC1=NC(=NC=C1CC(C1=C(C=CC=C1)F)(F)F)NC1=C(C(=O)[O-])C=CC=C1 (4-((2-(dimethylphosphoryl)-4-(1-methyl-1H-pyrazol-4-yl)phenyl)amino)-5-(trifluoro Benzyl methyl)pyrimidin-2-yl)aminobenzoate